(4-nitrophenyl) N-[4-[1,4-dimethyl-5-[[4-(trifluoromethyl)benzoyl]amino] pyrazol-3-yl]phenyl]carbamate CN1N=C(C(=C1NC(C1=CC=C(C=C1)C(F)(F)F)=O)C)C1=CC=C(C=C1)NC(OC1=CC=C(C=C1)[N+](=O)[O-])=O